NC[C@@H]1C[C@@H](CCC1)O (1R,3S)-3-(aminomethyl)cyclohexan-1-ol